C1(=CC=CC=C1)C(C1=CC=CC=C1)=NC(C#N)CC=1N=NC(=CC1)C=1C=CC2=C(N(C(O2)=O)C)C1 2-((diphenylmethylene)amino)-3-(6-(3-methyl-2-oxo-2,3-dihydrobenzo[d]oxazole-5-yl)pyridazin-3-yl)propionitrile